di(methoxyphenyl)silanolate COC1=C(C=CC=C1)[SiH]([O-])C1=C(C=CC=C1)OC